3-(6-(hydroxymethyl)-1-(1-((trifluoromethyl)sulfonyl)piperidin-4-yl)-1H-indol-3-yl)benzonitrile OCC1=CC=C2C(=CN(C2=C1)C1CCN(CC1)S(=O)(=O)C(F)(F)F)C=1C=C(C#N)C=CC1